ClC=1C=C2N=C(N=C3C2=C(OCC2C4CCC(CN32)N4C(=O)[O-])N1)Cl 2,12-dichloro-5a,6,7,8,9,10-hexahydro-5H-4-oxa-3,10a,11,13,14-pentaaza-6,9-methanonaphtho[1,8-ab]heptalene-14-carboxylate